Cl.CC1(OC2=C(CNC1)C=NC=C2)C 2,2-Dimethyl-2,3,4,5-tetrahydropyrido[3,4-f][1,4]oxazepine hydrochloride